C(C1=CC=CC=C1)NC(=O)[C@@]12N(C[C@H]3[C@H]([C@@H]1N(C[C@@H]2C3)CC(C)C)CCC(=O)N)C(=O)OC(C)(C)C |o1:10,13,14,15,18| tert-butyl (3S*,3aS*,6R*,7R*,7aS*)-3a-(benzylcarbamoyl)-1-isobutyl-7-(3-amino-3-oxopropyl)octahydro-4H-3,6-methanopyrrolo[3,2-b]pyridine-4-carboxylate